tert-butyl (R)-(4-((2-(3-cyanopyrrolo[1,2-b]pyridazin-7-yl)-5-((2-fluoro-3-hydroxy-3-methylbutyl)carbamoyl)pyridin-4-yl)amino)bicyclo[2.2.2]octan-1-yl)carbamate C(#N)C1=CC=2N(N=C1)C(=CC2)C2=NC=C(C(=C2)NC21CCC(CC2)(CC1)NC(OC(C)(C)C)=O)C(NC[C@H](C(C)(C)O)F)=O